2-cyclopropyl-N-methyl-5,8-dihydro-6H-pyrano[3,4-b]pyridin-5-amine hydrochloride Cl.C1(CC1)C1=CC=C2C(=N1)COCC2NC